3-(1,1-difluoro-2-(3-hydroxypiperidin-1-yl)-2-oxoethyl)-N-(3,4-difluorophenyl)-4-fluorobenzamide FC(C(=O)N1CC(CCC1)O)(F)C=1C=C(C(=O)NC2=CC(=C(C=C2)F)F)C=CC1F